C(C(C)C)C1=C(N=C(S1)NC1=C(C(=O)OC)C=C(C=N1)C=1SC=CC1)C1=CC(=CC(=C1)C(F)(F)F)OC methyl 2-((5-isobutyl-4-(3-methoxy-5-(trifluoromethyl)phenyl)thiazol-2-yl)amino)-5-(thiophen-2-yl)nicotinate